FC1([C@@H](CN2C(N(C=C21)C2=NOC1=C2C(=C(C(=C1)COC)F)C1=C(C=C(C=C1F)F)F)=O)NS(=O)(=O)CC)F N-{(6R)-7,7-difluoro-2-[5-fluoro-6-(methoxymethyl)-4-(2,4,6-trifluorophenyl)-1,2-benzoxazol-3-yl]-3-oxo-2,5,6,7-tetrahydro-3H-pyrrolo[1,2-c]imidazol-6-yl}ethanesulfonamide